(E)-4-(N-benzyl-2-(4-methoxy-3-pyridyl)-4-anilinopyrimidine-5-carboxamido)-2-butenecarboxylic acid methyl ester COC(=O)C\C=C\CN(C(=O)C=1C(=NC(=NC1)C=1C=NC=CC1OC)NC1=CC=CC=C1)CC1=CC=CC=C1